(2R,5S,7aS)-7a-(((tert-Butyldiphenylsilyl)oxy)methyl)-2-fluoro-5-methylhexahydro-1H-pyrrolizine [Si](C1=CC=CC=C1)(C1=CC=CC=C1)(C(C)(C)C)OC[C@]12CC[C@@H](N2C[C@@H](C1)F)C